[Na+].C(C)(=O)[O-] Ethanic acid sodium salt